N-(Bicyclo[1.1.1]pentan-1-yl)-2-(3-hydroxy-5-(trifluoromethyl)phenyl)benzo[d]oxazole-5-carboxamide C12(CC(C1)C2)NC(=O)C=2C=CC1=C(N=C(O1)C1=CC(=CC(=C1)C(F)(F)F)O)C2